1-(5-(Methoxymethoxy)pyridin-2-yl)cyclopropan-1-amine COCOC=1C=CC(=NC1)C1(CC1)N